5,12-dimethyl-1,5,8,12-tetraazabicyclo[6.6.2]hexadecane manganese (II) dihydrate tetrafluoroborate F[B-](F)(F)F.O.O.[Mn+2].CN1CCCN2CCN(CCCN(CC1)CC2)C.F[B-](F)(F)F